CC=1C(CC=CC1)S(=O)(=O)C=1C=CC=C2C=CC=NC12 3-methyl-2-(quinolin-8-ylsulfonyl)-2H-benzol